6-bromo-N-(4-(4-isopropylpiperazin-1-yl)-3-methoxyphenyl)-[1,2,4]triazolo[1,5-a]pyrazin-8-amine BrC=1N=C(C=2N(C1)N=CN2)NC2=CC(=C(C=C2)N2CCN(CC2)C(C)C)OC